tert-butyl N-[4-[3-cyano-4-[(1R)-1-(5-fluoro-2-pyridyl)ethoxy]pyrazolo[1,5-a]pyridin-6-yl]-2-methyl-pyrazol-3-yl]carbamate C(#N)C=1C=NN2C1C(=CC(=C2)C2=C(N(N=C2)C)NC(OC(C)(C)C)=O)O[C@H](C)C2=NC=C(C=C2)F